N-((4,4-difluorocyclohexyl)(7-fluoro-5-(2-methoxy-1-(2-oxo-4-(trifluoromethyl)imidazolidin-1-yl)ethyl)benzo[d]oxazol-2-yl)methyl)-1-ethyl-1H-pyrazole-5-carboxamide FC1(CCC(CC1)C(NC(=O)C1=CC=NN1CC)C=1OC2=C(N1)C=C(C=C2F)C(COC)N2C(NC(C2)C(F)(F)F)=O)F